C(CCCCC(=O)OCC(C)C)(=O)OCC(C)C bis(2-methylpropyl) adipate